COC=1C(=NC=CC1C1=NN(N=C1)C)NC1=C(N=NC(=C1)NC1=NC=CC=C1)C(=O)NC([2H])([2H])[2H] 4-{[3-methoxy-4-(2-methyl-2H-1,2,3-triazol-4-yl)pyridin-2-yl]amino}-N-(2H3)methyl-6-[(pyridin-2-yl)amino]pyridazine-3-carboxamide